(2R,3R,3aS,6S,6aR)-2-(4-amino-2-chloro-7H-pyrrolo[2,3-d]pyrimidin-7-yl)-6-[(2-amino-3-chloroquinolin-7-yl)methyl]hexahydro-3aH-cyclopenta[b]furan-3,3a-diol NC=1C2=C(N=C(N1)Cl)N(C=C2)[C@H]2[C@@H]([C@@]1([C@H](O2)[C@@H](CC1)CC1=CC=C2C=C(C(=NC2=C1)N)Cl)O)O